8-(4-chloro-2-fluoro-phenyl)-6-[2-[1-(2,2-difluorocyclopropyl)pyrazol-4-yl]morpholino]-2,3-dimethyl-pyrimido[5,4-d]pyrimidin-4-one ClC1=CC(=C(C=C1)C1=NC(=NC2=C1N=C(N(C2=O)C)C)N2CC(OCC2)C=2C=NN(C2)C2C(C2)(F)F)F